C(C)(=O)OCOC(C)=O Methylene diacetate